FC(C(=O)O)(F)F.ClC1=CC=C(C=C1)C1=C(N=C2N(C1=O)C(=CC=C2)C)C(C)NC2=C1N=CNC1=NC=N2 3-(4-Chlorophenyl)-6-methyl-2-[1-(9H-purin-6-ylamino)ethyl]-4H-pyrido[1,2-a]pyrimidin-4-one Trifluoroacetic Acid Salt